5-bromo-1,3-dihydro-2λ6-benzo[c][1,2]thiazole-2,2-dione BrC1=CC2=C(NS(C2)(=O)=O)C=C1